BrC=1C=C(C=CC1)C1(CC(C1)C)C=1N=CN(C1C)C(C1=CC=CC=C1)(C1=CC=CC=C1)C1=CC=CC=C1 4-((1s,3s)-1-(3-bromophenyl)-3-methylcyclobutyl)-5-methyl-1-trityl-1H-imidazole